N-(3-chloro-5-(ethylsulfanyl)phenyl)-5-methyl-4-(pyridin-2-yl)thiophene-2-carboxamide ClC=1C=C(C=C(C1)SCC)NC(=O)C=1SC(=C(C1)C1=NC=CC=C1)C